N1CC(C1)=O 3-azetidinone